CC=1C(=C(C=C(C1)C)O)C1=NC=2N(C=C1)N=C(N2)N2[C@@H]1CO[C@H](C2)C1 3,5-dimethyl-2-[2-[(1S,4S)-2-oxa-5-azabicyclo[2.2.1]heptan-5-yl]-[1,2,4]triazolo[1,5-a]pyrimidin-5-yl]phenol